3-(6-Chloropyrimidin-4-Yl)-5-Fluorobenzonitrile ClC1=CC(=NC=N1)C=1C=C(C#N)C=C(C1)F